(S)-6-(5-(3,5-dimethylisoxazol-4-yl)-1-((1r,4S)-4-methoxycyclohexyl)-1H-benzo[d]imidazol-2-yl)piperidin-2-one CC1=NOC(=C1C1=CC2=C(N(C(=N2)[C@@H]2CCCC(N2)=O)C2CCC(CC2)OC)C=C1)C